CC(CCCCC(CCCCCCCCCCC)O)O octadecane-2,7-diol